FC(C1=C(C=CC=C1)C=1C(OC2=CC(=CC=C2C1)CCCCCCCCCCCO)=O)(F)F 3-(2-trifluoromethyl-phenyl)-7-(11-hydroxy-undecyl)-coumarin